N1=CNC2=NC=CC(=C21)C=2C=NN(C2)C2=CC=C(C=C2)[C@@](C(F)(F)F)(O)C2CN(CC2)C(C)C (S)-1-(4-(4-(3H-imidazo[4,5-b]pyridin-7-yl)-1H-pyrazol-1-yl)phenyl)-2,2,2-trifluoro-1-(1-isopropylpyrrolidin-3-yl)ethanol